methyl-1H-benzimidazol CN1C=NC2=C1C=CC=C2